C(C1=CC=CC=C1)OC=1C=CC2=C(CN(CCO2)C(=O)C=2C=NC(=CC2)OC)C1 (7-benzyloxy-3,5-dihydro-2H-1,4-benzoxazepin-4-yl)-(6-methoxy-3-pyridyl)methanone